5-(1-(methylamino)ethyl)pyridin-3-amine CNC(C)C=1C=C(C=NC1)N